FC1=NC=CC(=C1C1=CC(=NC(=C1)C)C#N)C Fluoro-4,6'-dimethyl-[3,4'-bipyridine]-2'-carbonitrile